Ethyl 1-(1-(4-fluorophenyl)-4-(5-nitrothiophene-2-carboxamido)-1H-pyrazolo[3,4-d]pyrimidin-6-yl)-1H-pyrrole-3-carboxylate FC1=CC=C(C=C1)N1N=CC=2C1=NC(=NC2NC(=O)C=2SC(=CC2)[N+](=O)[O-])N2C=C(C=C2)C(=O)OCC